FC1(CCN(CC1)C1N(C2=CC(=C(C=C2C(=N1)N)OC)OCCCN1CCCC1)C1CCN(CC1)C(C)C)F 2-(4,4-difluoro-1-piperidinyl)-6-methoxy-N-[1-(1-methylethyl)-4-piperidinyl]-7-[3-(1-pyrrolidinyl)propoxy]-4-aminoquinazoline